CN(C(OC(C)(C)C)=O)C1CCC(CC1)CO tert-butyl N-methyl-N-[(1r,4r)-4-(hydroxymethyl)cyclohexyl]carbamate